ClC=1N=NC(=CC1)OCC1=C(C=NN1C1=CC=C(C=C1)F)C 3-chloro-6-((1-(4-fluorophenyl)-4-methyl-1H-pyrazol-5-yl)methoxy)pyridazine